N-[2-fluoro-3-[[7-[(3-fluoro-2-pyridinyl)oxy]-4-methyl-2-oxo-chromen-3-yl]methyl]phenyl]cyclopropanesulfonamide FC1=C(C=CC=C1CC=1C(OC2=CC(=CC=C2C1C)OC1=NC=CC=C1F)=O)NS(=O)(=O)C1CC1